C1(CC12CC2)C=O (spiro[2.2]pentan-1-yl)methanone